bis(dodecyl-behenyl)methyl-allyl-ammonium chloride [Cl-].C(CCCCCCCCCCC)CCCCCCCCCCCCCCCCCCCCCC[N+](CC=C)(C)CCCCCCCCCCCCCCCCCCCCCCCCCCCCCCCCCC